C1=C(C=CC2=CC(=CC=C12)C(=O)O)C(=O)O.NCCCCCN pentamethylenediamine 2,6-naphthalenedicarboxylate